CC1=CN=C2C(=N1)NC(C(=C2)C2CCC(CC2)C=2C(=NN(C2C)C)C)=O 3-methyl-7-((1r,4r)-4-(1,3,5-trimethyl-1H-pyrazol-4-yl)cyclohexyl)pyrido[2,3-b]pyrazin-6(5H)-one